4-(5-(3-amino-8-azabicyclo[3.2.1]octane-8-yl)-8-(5-fluoro-1H-indazole-6-yl)imidazolo[1,2-c]pyrimidin-7-yl)-2-fluorobenzonitrile hydrochloride Cl.NC1CC2CCC(C1)N2C2=NC(=C(C=1N2C=CN1)C1=C(C=C2C=NNC2=C1)F)C1=CC(=C(C#N)C=C1)F